4-aminomethylisoxazole HCl salt Cl.NCC=1C=NOC1